tert-butyl (2R,3S,4S)-4-[(tert-butoxycarbonyl)oxy]-2-({4-[4-(difluoromethyl)thiophen-2-yl]phenyl}methyl)-3-[(4-nitrophenoxycarbonyl)oxy]pyrrolidine-1-carboxylate C(C)(C)(C)OC(=O)O[C@@H]1[C@H]([C@H](N(C1)C(=O)OC(C)(C)C)CC1=CC=C(C=C1)C=1SC=C(C1)C(F)F)OC(=O)OC1=CC=C(C=C1)[N+](=O)[O-]